m-tertiary butyl-benzoic acid C(C)(C)(C)C=1C=C(C(=O)O)C=CC1